C(CCCCCCCCCCC)(=O)OC (methyl) laurate